C(#N)[C@H]1N(CSC1)C(CNC(=O)C1=CC=NC2=CC=C(C=C12)N1CCC(CC1)(C1=CC=CC=C1)F)=O (R)-N-(2-(4-Cyanothiazolidin-3-yl)-2-oxoethyl)-6-(4-fluoro-4-phenyl-piperidin-1-yl)quinoline-4-carboxamide